ClC=1C=C2CCN(C(C2=C(C1)Cl)C)C(=O)[C@@H]1CNCCO1 (6,8-dichloro-1-methyl-3,4-dihydroisoquinolin-2(1H)-yl)((S)-morpholin-2-yl)methanone